{4-[(S)-4-(2,3-Dihydro-[1,4]dioxino[2,3-b]pyridin-3-yl)-benzyl]-piperazin-1-yl}-acetonitrile O1C[C@@H](OC2=NC=CC=C21)C2=CC=C(CN1CCN(CC1)CC#N)C=C2